methyl 3-((3-bromo-4-fluorophenyl) (2-isopropylphenyl) amino)-3-oxopropionate BrC=1C=C(C=CC1F)N(C(CC(=O)OC)=O)C1=C(C=CC=C1)C(C)C